bis(dimethylaminopropyl)urea CN(C)CCCNC(NCCCN(C)C)=O